C(C1=CC=CC=C1)N1C[C@H](OC[C@H]1CO[Si](C1=CC=CC=C1)(C1=CC=CC=C1)C(C)(C)C)CO ((2S,5S)-4-benzyl-5-(((tert-butyldiphenylsilyl)oxy)methyl)morpholin-2-yl)methanol